C(C)N1CCCC2=CC(=CC=C12)CNS(=O)(=O)C1=CC2=CC=CC=C2C=C1 N-((1-ethyl-1,2,3,4-tetrahydroquinolin-6-yl)methyl)naphthalene-2-sulfonamide